FC(C(=O)[O-])(F)F.C(C)C(CCC)[NH3+] ethylbutan-1-aminium 2,2,2-trifluoroacetate